3-[3-methyl-2-oxo-5-[(4-oxocyclohexyl)methyl]-1,3-benzodiazol-1-yl]piperidine-2,6-dione CN1C(N(C2=C1C=C(C=C2)CC2CCC(CC2)=O)C2C(NC(CC2)=O)=O)=O